4-chloro-2-(dibromomethyl)benzonitrile ClC1=CC(=C(C#N)C=C1)C(Br)Br